N-(3-((furan-2-ylmethyl)((tetrahydrofuran-2-yl)methyl)amino)propyl)-4-(trifluoromethoxy)benzenesulfonamide O1C(=CC=C1)CN(CCCNS(=O)(=O)C1=CC=C(C=C1)OC(F)(F)F)CC1OCCC1